FC=1C(=C(C=CC1F)[C@H]1[C@@H](O[C@@]2(CC[C@]12C)C(F)(F)F)C(=O)NC1=CC(=NC=C1)C(CF)O)OC |o1:8,9,11,14| rel-(1R,3R,4S,5R)-4-(3,4-difluoro-2-methoxyphenyl)-N-(2-(2-fluoro-1-hydroxyethyl)pyridin-4-yl)-5-methyl-1-(trifluoromethyl)-2-oxabicyclo[3.2.0]heptane-3-carboxamide